1-oleoyl-2-butyryl-3-linoleoylglycerol C(CCCCCCC\C=C/CCCCCCCC)(=O)OCC(OC(CCC)=O)COC(CCCCCCC\C=C/C\C=C/CCCCC)=O